CN1C=C(C=C1C(NC1=CC=C(C=C1)C1=CN(C(=C1)C(NC1=CC=CC=C1)=O)C)=O)NC(OC(C)(C)C)=O tert-Butyl (1-methyl-5-((4-(1-methyl-5-(phenylcarbamoyl)-1H-pyrrol-3-yl)phenyl)carbamoyl)-1H-pyrrol-3-yl)carbamate